[N+](=O)([O-])C(C1=NC(=NO1)C1=NNN=C1C1=NOC(=N1)C([N+](=O)[O-])([N+](=O)[O-])[N+](=O)[O-])([N+](=O)[O-])[N+](=O)[O-] 4,5-bis(5-(trinitromethyl)-1,2,4-oxadiazol-3-yl)-2H-1,2,3-triazole